NC1=C(C(=NC(=C1F)C1=CC=C2C=CN(C2=C1F)C(C(C)C)=O)C(=O)OC)Cl methyl 4-amino-3-chloro-5-fluoro-6-(7-fluoro-1-isobutyryl-1H-indol-6-yl)pyridine-2-carboxylate